tert-butyl (R)-6-(N-(2,2,2-trifluoro-1-(4-fluorophenyl)ethyl)sulfamoyl)-1H-pyrrolo[3,2-b]pyridine-1-carboxylate FC([C@@H](C1=CC=C(C=C1)F)NS(=O)(=O)C=1C=C2C(=NC1)C=CN2C(=O)OC(C)(C)C)(F)F